4-(((4-(piperidin-1-yl)naphthalen-1-yl)methyl)thio)-1H-1,2,3-triazole-5-carboxylic acid 2,2,2-trifluoroacetate FC(C(=O)O)(F)F.N1(CCCCC1)C1=CC=C(C2=CC=CC=C12)CSC=1N=NNC1C(=O)O